C(=O)(O)CCN1C(SC2=C1C=CC=C2)C=CC2=CC(=C(C=C2)O)OC 3-(2-carboxyethyl)-2-(4-hydroxy-3-methoxystyryl)benzo[d]thiazole